C(C)(C)C1=C(NC2=CC=C(C=C12)C1CCN(CC1)C1COC1)C=1C=C(C=2N(C1)N=CN2)C(C)(C)O 2-(6-(3-isopropyl-5-(1-(oxetan-3-yl)piperidin-4-yl)-1H-indol-2-yl)-[1,2,4]triazolo[1,5-a]pyridin-8-yl)propan-2-ol